COC1=CC=C2CCC(C2=C1)=O 6-methoxy-2,3-dihydro-1H-inden-1-one